C[C@H]([C@@H](C(=O)O)O)C(=O)SCCNC(=O)CCNC(=O)[C@@H](C(C)(C)COP(=O)(O)OP(=O)(O)OC[C@@H]1[C@H]([C@H]([C@@H](O1)N2C=NC3=C(N=CN=C32)N)O)OP(=O)(O)O)O β-methylmalyl-CoA